ClC=1C=C(C=CC1Cl)N1C(CC[C@H]1C1=NC2=C(N1[C@H]1CN(CC1)S(=O)(=O)C)C=CC(=C2)C=2C(=NOC2C)C)=O (S)-1-(3,4-dichlorophenyl)-5-(5-(3,5-dimethylisoxazol-4-yl)-1-((R)-1-(methylsulfonyl)pyrrolidin-3-yl)-1H-benzo[d]imidazol-2-yl)pyrrolidin-2-one